6-(2-ethoxy-3-pyridinyl)-3-isopropyl-1-methyl-N-[(2-methylthiazol-5-yl)methyl]pyrazolo[3,4-b]pyridin-4-amine C(C)OC1=NC=CC=C1C=1C=C(C2=C(N1)N(N=C2C(C)C)C)NCC2=CN=C(S2)C